N-(4-(4-bromophenyl)thiazol-2-yl)-2-(cyclohexanesulfonamido)-4-fluorobenzamide BrC1=CC=C(C=C1)C=1N=C(SC1)NC(C1=C(C=C(C=C1)F)NS(=O)(=O)C1CCCCC1)=O